bis(2,2,2-trifluoroethyl) (methoxycarbonylmethyl)phosphonate COC(=O)CP(OCC(F)(F)F)(OCC(F)(F)F)=O